C(N)(=O)[C@H]1NC([C@@H]1CC1=CC(=NC=C1)N(C(OC(C)(C)C)=O)CC1=CC=C(C=C1)OC)=O tert-butyl (4-{[(2S,3R)-2-carbamoyl-4-oxoazetidin-3-yl]methyl}pyridin-2-yl)(4-methoxybenzyl)carbamate